NC1=C(C=C(C=C1)C1=CC=C(C=C1)F)NC(C1=CC=C(C=C1)S(=O)(=N)C=1C=NC(=CC1)C#N)=O N-[2-amino-5-(4-fluorophenyl)phenyl]-4-[(6-cyano-3-pyridyl)sulfonimidoyl]benzamide